C(C)NCC1=CC=C(N\C(\C2=CC=CC=C2)=C\2/C(NC3=CC(=CC=C23)C(=O)OC)=O)C=C1 3-Z-[1-(4-ethylaminomethyl-anilino)-1-phenyl-methylene]-6-methoxycarbonyl-2-indolinone